FC=1C=C(C=C2C=C(C(OC12)=N)C(N)=S)C1=CC=C(C=C1)N 8-fluoro-6-(4-aminophenyl)-2-imino-2H-chromene-3-thiocarboxamide